N1=C(C=CC=C1)C=CC(=O)C1=C(C(=C(C=C1)OC)OC)OC 3-(pyridin-2-yl)-1-(2,3,4-trimethoxyphenyl)prop-2-en-1-one